C(C)(=O)N1CCN(CC1)CCOC=1C=C2C(C3=C(C4=C(O3)C=CC=C4)C(C2=CC1)=O)(C)C 8-[2-(4-Acetyl-piperazin-1-yl)-ethoxy]-6,6-dimethyl-6H-benzo[b]naphtho[2,3-d]furan-11-one